(R)-1-(4-(pyrazolo[1,5-a]pyridin-2-yl)-6,7-dihydro-1H-imidazo[4,5-c]pyridin-5(4H)-yl)-2-(4-(trifluoromethyl)thiazol-2-yl)ethanone N1=C(C=C2N1C=CC=C2)[C@@H]2N(CCC1=C2N=CN1)C(CC=1SC=C(N1)C(F)(F)F)=O